(R)-4-benzyl-3-((R)-2-methylpentanoyl)oxazolidin-2-one C(C1=CC=CC=C1)[C@H]1N(C(OC1)=O)C([C@@H](CCC)C)=O